C(C)(=O)C1=C(C=CC=C1)NC(C1=CC(=C(C=C1)OCC1=CC=CC=C1)OCC1=CC=CC=C1)=O N-(2-acetylphenyl)-3,4-bis(benzyloxy)benzamide